C(C)C(COC(CCS)=O)CCCC 2-ethylhexyl-β-mercaptopropionate